1-(3-(2-amino-8-(2-chlorophenyl)-9H-purin-9-yl)pyrrolidin-1-yl)prop-2-en-1-one NC1=NC=C2N=C(N(C2=N1)C1CN(CC1)C(C=C)=O)C1=C(C=CC=C1)Cl